CC1=C(C=C(C=C1)C=C)OC1=CC(=CC=C1)C(F)(F)F 1-methyl-2-[3-(trifluoromethyl)phenoxy]-4-vinyl-benzene